tetrachloro-isoindolinone ClC=1C(=C(C(=C2CNC(C12)=O)Cl)Cl)Cl